C(C)(=O)N1C[C@H](CCC1)CN1N=CC(=C1C(=O)NC1=NC=C(C=C1F)C#CC1=CC=CC=C1)Cl (S)-1-((1-acetylpiperidin-3-yl)methyl)-4-chloro-N-(3-fluoro-5-(phenylethynyl)pyridin-2-yl)-1H-pyrazole-5-carboxamide